undecyl ((3S,4S)-1-(4-((3S,4S)-3,4-bis(((1S,2R)-2-phenylcyclopropyl)carbamoyl)pyrrolidine-1-carbonyl) benzoyl)-4-methoxypyrrolidin-3-yl)carbamate C1(=CC=CC=C1)[C@@H]1[C@H](C1)NC(=O)[C@@H]1CN(C[C@H]1C(N[C@@H]1[C@H](C1)C1=CC=CC=C1)=O)C(=O)C1=CC=C(C(=O)N2C[C@@H]([C@H](C2)OC)NC(OCCCCCCCCCCC)=O)C=C1